(Z)-3-bromo-4-ethoxy-N'-hydroxybenzoamidine BrC=1C=C(/C(=N/O)/N)C=CC1OCC